5-(2-bromo-5-(trifluoromethyl)phenyl)-2-(((2-(dimethylamino)ethyl)amino)methylene)cyclohexane-1,3-dione BrC1=C(C=C(C=C1)C(F)(F)F)C1CC(C(C(C1)=O)=CNCCN(C)C)=O